(Z)-9-octadecenedioic acid C(CCCCCCC\C=C/CCCCCCCC(=O)O)(=O)O